ClC=1C=C(C=CC1F)NC(=O)NCC1=CN=C(C2=CC=CC=C12)OC (R)-1-(3-chloro-4-fluorophenyl)-3-((1-methoxyisoquinolin-4-yl)methyl)urea